O=C1C=COC2=CC=C(C=C12)C(=O)O 4-oxo-chromene-6-carboxylic acid